2-methyl-aminoethanesulfonic acid sodium salt [Na+].CCC(S(=O)(=O)[O-])N